CC1=NC2=CC3=C(C=C2C=C1C)C(=C(C=N3)C)C 2,3,6,7-tetramethylpyrido[3,2-g]quinoline